tert-butyl 4-(4-hydroxyazepan-1-yl)-2-[[(2S)-1-methylpyrrolidin-2-yl]methoxy]-6,8-dihydro-5H-pyrido[3,4-d]pyrimidine-7-carboxylate OC1CCN(CCC1)C=1C2=C(N=C(N1)OC[C@H]1N(CCC1)C)CN(CC2)C(=O)OC(C)(C)C